C(C)N1C(=NC2=C1C=C(C=C2)OC2=CC=C(C=C2)C)C[C@](N)(C)C(=O)N 2-{[1-ethyl-6-(4-methylphenoxy)-1H-benzimidazol-2-yl]Methyl}-L-alaninamide